(R)-N-((S)-1,3-dihydrospiro[inden-2,4'-piperidin]-1-yl)-2-methylpropan-2-sulfinamide N1CCC2(CC1)[C@@H](C1=CC=CC=C1C2)N[S@](=O)C(C)(C)C